OC(CNC(O[C@@H]1CC[C@H](CC1)C(N(C[C@@H]1CC[C@H](CC1)C1=CC(=C(C=C1)OC)C)C1=NC=CC(=C1)C=1N=C(OC1)CC)=O)=O)(C)C trans-4-((4-(2-Ethyloxazol-4-yl) pyridin-2-yl)((trans-4-(4-methoxy-3-methylphenyl) cyclohexyl)methyl) carbamoyl)cyclohexyl (2-hydroxy-2-methylpropyl)carbamate